ClC1=CC=C(NC=2SC3=C(N2)C(C2=C(C3=O)C=CC=C2)=O)C=C1 2-(4-chloroanilino)benzo[f][1,3]benzothiazole-4,9-dione